1H-indazole-7-carboxylate lithium salt [Li+].N1N=CC2=CC=CC(=C12)C(=O)[O-]